C(C)(C)(C)OC(N[C@@H]1CC2=CC=CC=C2C12CCN(CC2)C2=NC(=C(C(=N2)C#N)C2=C(C(=CC=C2)Cl)Cl)C)=O (R)-(1'-(5-(2,3-dichlorophenyl)-4-cyano-6-methylpyrimidin-2-yl)-2,3-dihydrospiro[inden-1,4'-piperidin]-2-yl)carbamic acid tert-butyl ester